C[Hf](C1(C=CC=C1)C[Si](C)(C)C)(C1(C=CC=C1)C[Si](C)(C)C)([SiH3])([SiH3])([SiH3])([SiH3])(C)(C)(C)(C)(C)(C)C Octamethyltetrasilyl-bis(trimethylsilylmethylcyclopentadienyl)hafnium